3,7-dimethyl-1,2,3-octanetriol CC(C(CO)O)(CCCC(C)C)O